BrCC1=CC=C(C=C1)S(=O)(=O)N1N=CN=C1 1-[4-(bromomethyl)benzenesulfonyl]-1H-1,2,4-triazole